N-[(6S)-4-methyl-5-oxo-7,8-dihydro-6H-pyrazolo[1,5-a][1,3]diazepin-6-yl]-5-(1-methylpyrazol-4-yl)-[1,2,4]triazolo[1,5-a]pyridine-2-carboxamide CN1C=2N(CC[C@@H](C1=O)NC(=O)C1=NN3C(C=CC=C3C=3C=NN(C3)C)=N1)N=CC2